C(CCC)C(C(=O)N)=C N-Z-butyl-acrylamide